Cl.NCC1=CC=C(C=C1)S(=O)(=O)N 4-(aminomethyl)benzenesulfonamide hydrochloride